FC=1C=C(C(=C(C(=O)OC)C1)O)I methyl 5-fluoro-2-hydroxy-3-iodobenzoate